palmitoleyl montanate C(CCCCCCCCCCCCCCCCCCCCCCCCCCC)(=O)OCCCCCCCC\C=C/CCCCCC